methyl 4-hydroxy-6,6-dimethyl-2,5-dihydropyran-3-carboxylate OC1=C(COC(C1)(C)C)C(=O)OC